C(CCCCCCCCC)C=1C(=NOC1)CN dec-1-yl-3-isoxazolemethanamine